[I].COC1=CC=C(C=CC2=CCN(C=C2)C)C=C1 4-[4-methoxystyryl]-1-methylpyridine iodine salt